N-(4-(4-amino-5-(4-((4-methylpyrimidin-2-yl)oxy)phenyl)pyrazolo[5,1-f][1,2,4]triazin-6-yl)phenyl)acrylamide NC1=NC=NN2C1=C(C(=N2)C2=CC=C(C=C2)NC(C=C)=O)C2=CC=C(C=C2)OC2=NC=CC(=N2)C